COCCOCCOCCNC(C=C)=O N-(2-(2-(2-methoxyethoxy)ethoxy)ethyl)acrylamide